CP(OP(=O)(O)N)(=O)O methyl-aminodiphosphonic acid